3-[[7-(5-methyl-1,2,4-oxadiazol-3-yl)isoquinolin-1-yl]amino]-N-(2-methyl-1H-imidazol-4-yl)propionamide CC1=NC(=NO1)C1=CC=C2C=CN=C(C2=C1)NCCC(=O)NC=1N=C(NC1)C